C(CCC)C1=CC=C(N)C=C1 para-n-butyl-aniline